[Se].BrC1=NN2C(C(=NC(=C2)C=O)OC)=C1C 2-Bromo-4-methoxy-3-methylpyrazolo[1,5-a]pyrazine-6-carbaldehyde Selenium